C1(CCCCC1)C(C(=O)NC=1SC=C(N1)C1=C(C=C(C=C1)O)O)=O 2-cyclohexyl-N-(4-(2,4-dihydroxyphenyl)thiazol-2-yl)-2-oxoacetamide